N-(7-(4,4-difluoropiperidin-1-yl)-2,3-dihydrofuro[2,3-c]pyridin-5-yl)-4-((2-hydroxyethyl)sulfonamido)-2-(4-methoxy-4-methylpiperidin-1-yl)benzamide FC1(CCN(CC1)C=1N=C(C=C2C1OCC2)NC(C2=C(C=C(C=C2)NS(=O)(=O)CCO)N2CCC(CC2)(C)OC)=O)F